bis(dimethyl-aminopropyl)amine CC(CCNCCC(C)(C)N)(N)C